(±)-N-(4,5-Dichloro-2-fluorophenyl)-N,1-dimethyl-2-oxo-2,5,6,7,8,9-hexahydro-1H-5,8-epiminocyclohepta[b]pyridine-10-carboxamide ClC1=CC(=C(C=C1Cl)N(C(=O)N1C2CCC1CC=1N(C(C=CC12)=O)C)C)F